FC(C1(CC1)CCOC1=NNC=C1)(F)F 3-[2-[1-(trifluoromethyl)cyclopropyl]ethoxy]-1H-pyrazole